CC1(OB(OC1(C)C)C1=CC=NCC1)C 4-(4,4,5,5-tetramethyl-1,3,2-dioxaborolan-2-yl)-5,6-dihydropyridin